(S)-2-(dimethylamino)-2-oxoethyl 8-(2-amino-6-((R)-1-(4-chloro-2-(3-methyl-1H-pyrazol-1-yl)phenyl)-2,2,2-trifluoroethoxy)pyrimidin-4-yl)-2,8-diazaspiro[4.5]decane-3-carboxylate NC1=NC(=CC(=N1)N1CCC2(C[C@H](NC2)C(=O)OCC(=O)N(C)C)CC1)O[C@@H](C(F)(F)F)C1=C(C=C(C=C1)Cl)N1N=C(C=C1)C